CC1=C(C=C(C=C1)NC1CN(C1)C(=O)OC(C)(C)C)C(NCC1=CC=C(C=C1)C=1SC(=CC1)CN1CCCC1)=O tert-Butyl 3-((4-methyl-3-((4-(5-(pyrrolidin-1-ylmethyl)thiophen-2-yl)benzyl)carbamoyl)phenyl)amino)azetidine-1-carboxylate